(d)-2-(2-(1-benzhydrylazetidin-3-ylidene)butyl)isoindoline-1,3-dione C(C1=CC=CC=C1)(C1=CC=CC=C1)N1CC(C1)=C(CN1C(C2=CC=CC=C2C1=O)=O)CC